C(C)(C)(C)OC(=O)N[C@@H]([C@H](OCC1=CC=CC=C1)C)C(=O)O N-(t-butoxycarbonyl)-O-benzyl-L-threonine